3-[(5-methyl-2-oxa-5-azabicyclo[2.2.1]hept-1-yl)methoxy]-5-(5-methyl-1,3-thiazol-2-yl)-N-{(1R)-1-[2-(trifluoromethyl)pyrimidin-5-yl]ethyl}benzamide CN1C2COC(C1)(C2)COC=2C=C(C(=O)N[C@H](C)C=1C=NC(=NC1)C(F)(F)F)C=C(C2)C=2SC(=CN2)C